(E)-3-(4,7-dimethoxybenzofuran-5-yl)-1-(3'-trifluoromethylphenyl)-prop-2-en-1-one COC1=C(C=C(C2=C1C=CO2)OC)/C=C/C(=O)C2=CC(=CC=C2)C(F)(F)F